4-([5-(2,5-Dichlorophenyl)-1,3-oxazol-2-yl]methylsulfanyl)-6-(fluoromethyl)-1,3,5-triazin-2-amine ClC1=C(C=C(C=C1)Cl)C1=CN=C(O1)CSC1=NC(=NC(=N1)CF)N